4-((3'-(piperidine-1-carbonyl)-[1,1'-biphenyl]-4-yl)oxy)-1H-1,2,3-triazole-5-carboxylic acid 2,2,2-trifluoroacetate FC(C(=O)O)(F)F.N1(CCCCC1)C(=O)C=1C=C(C=CC1)C1=CC=C(C=C1)OC=1N=NNC1C(=O)O